5-Chloro-N4-(2-dimethylphosphorylphenyl)-N2-[3-(2-morpholinylethyl)phenyl]pyrimidine-2,4-diamine ClC=1C(=NC(=NC1)NC1=CC(=CC=C1)CCN1CCOCC1)NC1=C(C=CC=C1)P(=O)(C)C